8-bromo-N-(5-(6-ethyl-2,6-diazaspiro[3.3]hept-2-yl)pyridin-2-yl)quinazolin-2-amine BrC=1C=CC=C2C=NC(=NC12)NC1=NC=C(C=C1)N1CC2(C1)CN(C2)CC